3-(4-((1-cyclopentyl-3-(3,5-dichloro-4-hydroxyphenyl)-1H-pyrazolo[4,3-b]pyridin-6-yl)methoxy)phenyl)butanoic acid C1(CCCC1)N1N=C(C2=NC=C(C=C21)COC2=CC=C(C=C2)C(CC(=O)O)C)C2=CC(=C(C(=C2)Cl)O)Cl